BrC=1C(=CC(=NC1)Cl)N 5-bromo-2-chloropyridin-4-amine